ClCC(=O)NC1=C(C=CC=C1)NC1=CC=C(C=C1)C(F)(F)F 2-chloro-N-(2-((4-(trifluoromethyl)phenyl)amino)phenyl)acetamide